4-tert-butyl-2,6-dimethylaniline C(C)(C)(C)C1=CC(=C(N)C(=C1)C)C